(1-aminomethyl-cyclohexyl-cyclopentyl)-acetic acid NCC1(CCCCC1)C1(CCCC1)CC(=O)O